N=1C=NN2C1C=C(C=C2)C2=CC=C(C=C2)CC(=O)NCC2=CC=C(C=C2)OC(F)(F)F 2-[4-([1,2,4]Triazolo[1,5-a]pyridin-7-yl)phenyl]-N-[[4-(trifluoromethoxy)phenyl]methyl]acetamide